(2S,6R)-2-hydroxy-2-methyl-6-methylamino-6-(2,4,6-trifluorophenyl)cyclohexan-1-one hydrochloride Cl.O[C@@]1(C([C@@](CCC1)(C1=C(C=C(C=C1F)F)F)NC)=O)C